N-hydroxyl-1-((3'-fluoro-4'-(4-methylpiperazine-1-yl)-[1,1'-biphenyl]-4-yl)sulfonyl)-1,2,3,6-tetrahydropyridine-4-formamide ONC(=O)C=1CCN(CC1)S(=O)(=O)C1=CC=C(C=C1)C1=CC(=C(C=C1)N1CCN(CC1)C)F